6-methylcoumarincarbonyl chloride CC=1C=C2C=C(C(OC2=CC1)=O)C(=O)Cl